1,6-diazabicyclo[3.4.0]non-5-ene N12CCCC2=NCCC1